N1(CCC1)C1=C(C=C(N(C)CC2CN(CCO2)C(=O)OCCCC)C=C1)Cl butyl 2-[[4-(azetidin-1-yl)-3-chloro-N-methyl-anilino]methyl]morpholine-4-carboxylate